Quinazolin-4-amine hydrochloride Cl.N1=CN=C(C2=CC=CC=C12)N